NCCOCCC(=O)N1CCC(CC1)NC(=O)C1=C(C=C(C=C1)NC(=O)C=1N(C(=CN1)C=1C(=NC(=C(C1)F)N(C)C)F)C)Cl N-[4-[[1-[3-(2-aminoethoxy)propionyl]-4-piperidinyl]carbamoyl]-3-chloro-phenyl]-5-[6-(dimethylamino)-2,5-difluoro-3-pyridinyl]-1-methyl-imidazole-2-carboxamide